p-diethylaminobenzaldehyde C(C)N(C1=CC=C(C=O)C=C1)CC